C(C)N1C(N(N=C1OC)C=1C2=CN(N=C2C=CC1)C=1C=NC=C(C1)F)=O 4-ethyl-2-(2-(5-fluoropyridin-3-yl)-2H-indazol-4-yl)-5-methoxy-2,4-dihydro-3H-1,2,4-triazol-3-one